O=C1N(C=2C(=NC=C(C2)C=2CCN(CC2)CC(F)(F)F)N1)C1CCN(CC1)C(=O)OC(C)(C)C tert-butyl 4-[2-oxo-6-[1-(2,2,2-trifluoroethyl)-3,6-dihydro-2H-pyridin-4-yl]-3H-imidazo[4,5-b]pyridin-1-yl]piperidine-1-carboxylate